FC(C1=NC=CC(=C1)C1=CC(=C(C=C1)OC)S(F)(F)(F)(F)F)F 2-(Difluoromethyl)-4-[4-methoxy-3-(pentafluoro-λ6-mercapto)phenyl]pyridine